bis(2,3-dicarboxycyclohexyl) ether C(=O)(O)C1C(CCCC1C(=O)O)OC1C(C(CCC1)C(=O)O)C(=O)O